C[C@H]1N[C@H](CC(C1)C1=NOCC(O1)CN1CCCCC1)C rac-3-((2R,6S)-2,6-dimethylpiperidin-4-yl)-5-(piperidin-1-ylmethyl)-5,6-dihydro-1,4,2-dioxazine